BrC=1C(=C(C[C@@H]2N(CC[C@@H]2NS(N(C)C)(=O)=O)C(=O)OC(C)(C)C)C=CC1)F Tert-Butyl (2S,3S)-2-(3-bromo-2-fluorobenzyl)-3-((dimethylsulfamoyl)amino)pyrrolidine-1-carboxylate